bis(cyanobenzene) palladium (II) chloride [Pd](Cl)Cl.C(#N)C1=CC=CC=C1.C(#N)C1=CC=CC=C1